[N+](=O)([O-])C=1C=C2N=C(C(=NC2=CC1)N)N 6-nitroquinoxaline-2,3-diamine